F[C@H]1[C@H](C1)C(=O)NC1=NC=C2C=C(C=3N(C2=C1)N=CN3)C=3C=NC(=CC3C)[C@H](CC)O (1r,2r)-2-fluoro-N-(4-(6-((S)-1-hydroxypropyl)-4-methylpyridin-3-yl)-[1,2,4]triazolo[1,5-a][1,6]naphthyridin-8-yl)cyclopropane-1-carboxamide